[C@@H]12CCC[C@@H](CC1)N2C[C@@H]2C([C@]1([C@](C3=C(C=NC=C3OC)O1)([C@@H]2O)O)C2=CC=C(C#N)C=C2)C2=CC=CC=C2 4-((4bS,5R,6S,7aR)-6-(((1R,5S)-8-azabicyclo[3.2.1]oct-8-yl)methyl)-4b,5-dihydroxy-4-methoxy-7-phenyl-4b,5,6,7-tetrahydro-7aH-cyclopenta[4,5]furo[2,3-c]pyridin-7a-yl)benzonitrile